tert-Butyl 3-[[(1R)-1-[3,6-dimethyl-4-oxo-2-(3-pyridyl)chromen-8-yl]ethyl]amino]pyridine-2-carboxylate CC1=C(OC2=C(C=C(C=C2C1=O)C)[C@@H](C)NC=1C(=NC=CC1)C(=O)OC(C)(C)C)C=1C=NC=CC1